N[C@H](C(=O)N(C)[C@H](C[C@@H](OC)C=1SC=C(N1)C(=O)N[C@H](C[C@@H](C(=O)OCC=C)C)CC1=CC=CC=C1)C(C)C)[C@H](CC)C (2S,4R)-allyl 4-(2-((1R,3R)-3-((2S,3S)-2-amino-N,3-dimethyl-pentanamido)-1-methoxy-4-methylpentyl)thiazole-4-carboxamido)-2-methyl-5-phenylpentanoate